3-bromo-5-[(2-hydroxyethyl)amino]-1-[(3s,5r)-5-(methoxymethyl)pyrrolidin-3-yl]pyrazole-4-carboxamide BrC1=NN(C(=C1C(=O)N)NCCO)[C@@H]1CN[C@H](C1)COC